C[C@@H]1[C@@H](C(=O)O[C@H]2[C@@H]([C@@H]([C@@]3([C@@H]([C@H]([C@@H]4[C@H]([C@@]3([C@@]2(C)O)O[C@]4(COC(=O)C5=C1N=CC=C5)C)OC(=O)C)OC(=O)C)OC(=O)C6=CC=CC=C6)COC(=O)C)OC(=O)C)OC(=O)C7=CN(C(=O)C=C7)C)C The molecule is a sesquiterpene alkaloid that is a macrolide incorporating a substituted dihydroagarofuran and a pyrindine ring. Isolated from Maytenus emarginata, it exhibits cytotoxicity against human KB cells. It has a role as a metabolite and an antineoplastic agent. It is a sesquiterpene alkaloid, a member of methylpyridines, a pyridone, a macrolide, an acetate ester, a benzoate ester, a dihydroagarofuran sesquiterpenoid and a pyridine alkaloid. It derives from an evonine.